ClC1=CC(=C(C=C1)C1=NC(=CC=2N=C(N(C(C21)=O)C)C)N2C[C@@H](OCC2)C2=CC=C(C=C2)OC)F 5-(4-chloro-2-fluorophenyl)-7-((2S)-2-(4-methoxyphenyl)-4-morpholinyl)-2,3-dimethylpyrido[4,3-d]pyrimidin-4(3H)-one